CC(CNC(=O)C1=CC2=C(S1)CCCCCC2)(CN2CCCC2)C N-(2,2-dimethyl-3-pyrrolidin-1-ylpropyl)-4,5,6,7,8,9-hexahydrocycloocta[b]thiophene-2-carboxamide